CN(C(OC(C=O)C(CC=CC=O)([2H])[2H])=O)C 1,7-dioxohept-5-en-2-yl-3,3-d2 dimethylcarbamate